(+)-5-methyl-10,11-dihydroxy-5H-dibenzo(a,d)cyclohepten CC1C2=C(C(=C(C3=C1C=CC=C3)O)O)C=CC=C2